Xanthen-9-on C1=CC=CC=2OC3=CC=CC=C3C(C12)=O